COCCOCCOCCOCCOC=1C=C(C=C(C1OCCOCCOCCOCCOC)OCCOCCOCCOCCOC)B1OC(C)(C)C(C)(C)O1 3,4,5-tris(2,5,8,11-tetraoxatridecan-13-yloxy)phenylboronic acid pinacol ester